3-(2-bromo-5-(pyrimidin-5-yl)phenyl)propionamide BrC1=C(C=C(C=C1)C=1C=NC=NC1)CCC(=O)N